P(=O)(O)(O)O.P(O)(O)=O phosphonic acid phosphate